CC(C(=O)OCCCCCCCCCC)=C decyl 2-methylpropan-2-enoate